N1=NC(=NN=C1)C1=CC=C(OCCOCCOCCOCCO)C=C1 2-[2-(2-{2-[4-(1,2,4,5-Tetrazin-3-yl)phenoxy]ethoxy}ethoxy)ethoxy]ethane-1-ol